2''-oxodispiro[cyclohexane-1,2'-pyrrolidine-3',3''-indoline] O=C1NC2=CC=CC=C2C12C1(NCC2)CCCCC1